(2R,3R,3aS,6S,6aR)-6-((6-amino-7-fluoro-1,5-naphthyridin-3-yl)methyl)-2-(4-methyl-7H-pyrrolo[2,3-d]pyrimidin-7-yl)hexahydro-3aH-cyclopenta[b]furan-3,3a-diol NC=1N=C2C=C(C=NC2=CC1F)C[C@@H]1CC[C@]2([C@@H]1O[C@H]([C@@H]2O)N2C=CC1=C2N=CN=C1C)O